(2S,4R)-1-((2S,4R)-1-(2-(3-acetyl-5-(2-methylpyrimidin-5-yl)-1H-indazol-1-yl)acetyl)-4-fluoropyrrolidine-2-carbonyl)-N-(6-bromopyridin-2-yl)-4-fluoropyrrolidine-2-carboxamide C(C)(=O)C1=NN(C2=CC=C(C=C12)C=1C=NC(=NC1)C)CC(=O)N1[C@@H](C[C@H](C1)F)C(=O)N1[C@@H](C[C@H](C1)F)C(=O)NC1=NC(=CC=C1)Br